COC(C(C)C)(OC)OC 1,1,1-trimethoxy-2-methylpropane